(R)-4-(2-(1H-benzo[d]imidazol-1-yl)-7-(4-methylthiazol-5-yl)thieno[3,2-d]pyrimidin-4-yl)-3-methylmorpholine N1(C=NC2=C1C=CC=C2)C=2N=C(C1=C(N2)C(=CS1)C1=C(N=CS1)C)N1[C@@H](COCC1)C